C1(CCCCC1)N1C(C(CC2=CC=CC=C12)NC(OC(C)(C)C)=O)=O tert-butyl (1-cyclohexyl-2-oxo-1,2,3,4-tetrahydroquinolin-3-yl)carbamate